CC1OC(CN(C1)C1=CC=C(C=C1)NC1=CC=C2C(=CN(C2=C1)C)C(=O)OC)C Methyl 6-((4-(2,6-dimethylmorpholino)phenyl)amino)-1-methyl-1H-indole-3-carboxylate